C(=O)C1=CC(=C(OCCCNC(OC(C)(C)C)=O)C=C1)O tert-butyl (3-(4-formyl-2-hydroxyphenoxy) propyl)carbamate